C(CCC)N(C1=CC=C(OC)C=C1)CCCC N,N-dibutyl-p-anisidine